(S)-N-(5-(tert-butylamino)-7-cyano-2,6-naphthyridin-3-yl)piperidine-3-carboxamide C(C)(C)(C)NC1=C2C=C(N=CC2=CC(=N1)C#N)NC(=O)[C@@H]1CNCCC1